C(=O)O.ClC1=CC=C(N=N1)C(=O)NC([2H])([2H])[2H] 6-chloro-N-(methyl-d3)pyridazine-3-carboxamide formate